CC1=C(C(NC(=C1)C)=O)CNC(=O)C=1C=C(C=C(C1C)N(C1CCOCC1)CC)C1=CC=C(C=C1)N1CCN(CC1)C1CCNCC1 N-((4,6-Dimethyl-2-oxo-1,2-dihydropyridin-3-yl)methyl)-5-(ethyl(tetrahydro-2H-Pyran-4-yl)amino)-4-methyl-4'-(4-(piperidin-4-yl)piperazin-1-yl)-[1,1'-biphenyl]-3-Formamide